C(C)(C)(C)OC(=O)N1CCN(CC1)C1=C(C(NC2=C(C(=C(C=C12)Cl)Br)F)(O)Cl)C#N 4-(7-bromo-2,6-dichloro-3-cyano-8-fluoro-2-hydroxyquinolin-4-yl)piperazine-1-carboxylic acid tert-butyl ester